NC=1SC2=NC(=CC=C2N1)C1=CC=C(C=C1)NC(C(C)C)=O N-(4-(2-aminothiazolo[5,4-b]pyridin-5-yl)phenyl)isobutyramide